N1CC(C1)N1C[C@H]2N(C=3C(=NN=C(C3)C3=C(C=CC=C3)O)NC2)CC1 (S)-2-(8-(azetidin-3-yl)-6,6a,7,8,9,10-hexahydro-5H-pyrazino[1',2':4,5]pyrazino[2,3-c]pyridazin-2-yl)phenol